1-bromo-17-(4-nitrophenoxy)-3,6,9,12,15-pentaoxaheptadecane BrCCOCCOCCOCCOCCOCCOC1=CC=C(C=C1)[N+](=O)[O-]